[Br-].C1(=CC=C(C=C1)N(C1=CC=C(C=C1)C)C1=CC=C(C[P+](C2=CC=CC=C2)(C2=CC=CC=C2)C2=CC=CC=C2)C=C1)C 4-[N,N'-di-(p-tolyl)amino]Benzyl-(triphenyl)phosphonium bromide